2-(2,6-dioxopiperidin-3-yl)-4-((3-(4-(piperidin-1-ylmethyl)phenyl)propyl)thio)isoindoline-1,3-dione O=C1NC(CCC1N1C(C2=CC=CC(=C2C1=O)SCCCC1=CC=C(C=C1)CN1CCCCC1)=O)=O